sodium 4-mercaptobutanesulphinate trihydrate O.O.O.SCCCCS(=O)[O-].[Na+]